N-cyclohexyl-5-methyl-1H-benzo[d]imidazole-2-carboxamide C1(CCCCC1)NC(=O)C1=NC2=C(N1)C=CC(=C2)C